(2S,4R)-1-[(2S)-3,3-dimethyl-2-[4-(2-methyl-6-quinolyl)triazol-1-yl]butanoyl]-4-hydroxy-N-methyl-pyrrolidine-2-carboxamide CC([C@@H](C(=O)N1[C@@H](C[C@H](C1)O)C(=O)NC)N1N=NC(=C1)C=1C=C2C=CC(=NC2=CC1)C)(C)C